NCCNCCO N-(β-Aminoethyl)ethanolamin